methyl 8-(5-methylthiazol-2-yl)-4-((tetrahydrofuran-3-yl) methyl)-3,4-dihydro-2H-benzo[b][1,4]oxazine-6-carboxylate CC1=CN=C(S1)C1=CC(=CC2=C1OCCN2CC2COCC2)C(=O)OC